CC1(NC(CCC1)(C)C)C.[Li] Lithium 2,2,6,6-tetramethylpiperidine